FC1=CC(=C(C=C1)C=1C=CC=2N(C1)C(=CN2)CN(C(OC(C)(C)C)=O)C)OCCC=2C(=NN(C2C)C)C(C(C)(C)C)O tert-butyl ((6-(4-fluoro-2-(2-(3-(1-hydroxy-2,2-dimethylpropyl)-1,5-dimethyl-1H-pyrazol-4-yl)ethoxy)phenyl)imidazo[1,2-a]pyridine-3-yl)methyl)(methyl)carbamate